C(C)(C)(C)P(C1=C(C=CC=C1)C(C)(C)C)C(C)(C)C di-t-butyl-(t-butylphenyl)phosphine